FC1=C(C(=O)O)C=C(C=N1)OC 2-fluoro-5-methoxynicotinic acid